P(=O)(O)(O)OCC(C=O)O anti-Glyceraldehyde 3-phosphate